2-(cyanomethyl)-N-{8-fluoro-2-methylimidazo[1,2-a]pyridin-6-yl}-4-(piperazin-1-yl)indazole-7-carboxamide C(#N)CN1N=C2C(=CC=C(C2=C1)N1CCNCC1)C(=O)NC=1C=C(C=2N(C1)C=C(N2)C)F